C1(=CC=CC=C1)N(C(=O)N1[C@@H]([C@H]2CC[C@@H](C1)N2C(N(CC2=CC=NC=C2)C)=O)C(=O)O)C2=CC=CC=C2 (1R,2S,5S)-3-(diphenylcarbamoyl)-8-(methyl(pyridine-4-ylmethyl)carbamoyl)-3,8-diazabicyclo[3.2.1]octane-2-carboxylic acid